CN1CCN(CC1)C1=CC=C(C=C1)C=1C=C2C(N(C=NC2=CC1)C(C(=O)NC1=NC=CC=C1)C1=CC=CC=C1)=O 2-(6-(4-(4-Methylpiperazin-1-yl)-phenyl)-4-oxoquinazolin-3(4H)-yl)-2-phenyl-N-(pyridin-2-yl)acetamide